COC=1C=C2C(=NC=NC2=CC1)N1CC=2C=C(C=NC2CC1)N1C2=C(OCC1)N=CC=C2 1-[6-(6-methoxyquinazolin-4-yl)-7,8-dihydro-5H-1,6-naphthyridin-3-yl]-2,3-dihydropyrido[2,3-b][1,4]oxazine